FC1=CC(=CC(=N1)N1CCOCC1)C1=C(C=CC(=C1)[N+](=O)[O-])C 4-(6-fluoro-4-(2-methyl-5-nitrophenyl)pyridin-2-yl)morpholine